tert-butyl (5-bromo-4-chloro-2-iodophenyl)carbamate BrC=1C(=CC(=C(C1)NC(OC(C)(C)C)=O)I)Cl